2-Phenyl-11-(3-phenylpropyl)-11H-imidazo[1',2':1,2]pyrido[3,4-b]indole C1(=CC=CC=C1)C=1N=C2N(C=CC3=C2N(C2=CC=CC=C32)CCCC3=CC=CC=C3)C1